The molecule is a platinum(II) porphyrin compound having eight ethyl substituents in the 2-, 3-, 7-, 8-, 12-, 13-, 17- and 18-positions. It has a role as a fluorochrome. CCC1=C(C2=NC1=CC3=NC(=CC4=NC(=CC5=NC(=C2)C(=C5CC)CC)C(=C4CC)CC)C(=C3CC)CC)CC.[Pt]